fluorobenzylthionin FC1=C(SC=CC=CC=C1)CC1=CC=CC=C1